CC=1C=NN2C1C(N(C(C2([2H])[2H])([2H])[2H])C2=C(C=C(C=C2)C2=NC1=CC=C(C=C1C=N2)C(F)(F)F)C)=O 3-methyl-5-(2-methyl-4-(6-(trifluoromethyl)quinazolin-2-yl)phenyl)-6,7-dihydropyrazolo[1,5-a]pyrazin-4(5H)-one-6,6,7,7-d4